C(C)OCOC1=C(C=C(C(=C1)C(F)(F)F)C)C1=CC=C(N=N1)CNC1CCOCC1 N-((6-(2-(Ethoxymethoxy)-5-methyl-4-(trifluoromethyl)phenyl)pyridazin-3-yl)methyl)tetrahydro-2H-pyran-4-amine